5-aminotetrahydroisophthalic acid methyl ester COC(C1CC(C(=O)O)CC(=C1)N)=O